acetyl-[2,2'-bithiophene]-3-carbaldehyde C(C)(=O)C=1C(=C(SC1)C=1SC=CC1)C=O